4-fluoro-1-isopropyl-6-(4-methoxy-1H-pyrrolo[2,3-b]pyridin-3-yl)-2-methyl-1H-benzo[d]imidazole FC1=CC(=CC=2N(C(=NC21)C)C(C)C)C2=CNC1=NC=CC(=C12)OC